P(=O)(OCCOCCOCCOC)(F)Cl (2-(2-(2-methoxyethoxy)ethoxy)ethyl) chlorofluorophosphate